COC1=NC=CC(=C1)C=1CCC(CN1)C 2-methoxy-4-(3-methyl-2,3,4,5-tetrahydropyridin-6-yl)pyridine